ClC1=C(C(=NN1C)C1=NOC(=C1)C)CC(=O)NC1CCC2(CCN(CC2)CCC(C)(C)C)CC1 2-(5-Chloro-1-methyl-3-(5-methylisoxazol-3-yl)-1H-pyrazol-4-yl)-N-(3-(3,3-dimethylbutyl)-3-azaspiro[5.5]undecan-9-yl)acetamide